BrC1=CC(=C(C=C1)C(CCl)=O)O 1-(4-bromo-2-hydroxyphenyl)-2-chloroethan-1-one